(S)-2-amino-2-(4-fluorophenyl)ethan-1-ol N[C@H](CO)C1=CC=C(C=C1)F